5-(2-methylpropan-1-en-1-yl)pyridine-3-carboxamide CC(=CC=1C=C(C=NC1)C(=O)N)C